COC(C1=C(C(=CC(=C1)Br)NC1CCOCC1)C)=O 2-methyl-3-[(tetrahydro-2H-pyran-4-yl)amino]-5-bromobenzoic acid methyl ester